(Z)-1-(2-bromo-3,4,5-trimethoxyphenyl)-3-(3-hydroxy-4-methoxyphenylamino)prop-2-en-1-one BrC1=C(C=C(C(=C1OC)OC)OC)C(\C=C/NC1=CC(=C(C=C1)OC)O)=O